3-(2-aminopyrimidin-4-yl)azetidin-3-ol NC1=NC=CC(=N1)C1(CNC1)O